C(=O)(O)C=1C=C(OC2=CC=C(C=C2)C2=CC=C(C=C2)C2=CC=C(C=C2)OC2=CC(=CC=C2)C(=O)O)C=CC1 bis(3-carboxyphenoxy)-p-terphenyl